methyl 4-((3-methoxybenzyl)amino)-3-nitrobenzoate COC=1C=C(CNC2=C(C=C(C(=O)OC)C=C2)[N+](=O)[O-])C=CC1